3-hydroxy-2'-methoxy-2-naphthanilide OC=1C(=CC2=CC=CC=C2C1)C(=O)NC1=C(C=CC=C1)OC